COC1=C2C=C(NC2=CC=C1)C(=O)N[C@H](C(=O)NC(C(=O)OC)CC1=CC(NC2=CC=CC=C12)=O)CC(C)C methyl 2-[[(2S)-2-[(4-methoxy-1H-indole-2-carbonyl)amino]-4-methyl-pentanoyl]amino]-3-(2-oxo-1H-quinolin-4-yl)propanoate